2-(2',4'-dihydroxyphenyl)-5,6-dihydroxybenzotriazol OC1=C(C=CC(=C1)O)N1N=C2C(=N1)C=C(C(=C2)O)O